N1C=C(C2=CC=CC=C12)CCNC(C1=C(C=CC=C1)NCC)=O N-(2-(1H-indol-3-yl)ethyl)-2-(ethylamino)benzamide